Z-3,3,3-trifluoro-1,2-dichloropropene FC(/C(=C/Cl)/Cl)(F)F